3-methyl-1-(pyrimidin-2-ylmethyl)-6-[3-(trifluoromethyl)phenyl]imidazo[4,5-b]pyridin-2-one CN1C(N(C=2C1=NC=C(C2)C2=CC(=CC=C2)C(F)(F)F)CC2=NC=CC=N2)=O